ClC=1C=C2C(=C(C=NC2=CC1)S(NC1=CC=NC=C1)(=O)=O)NC1=C(C(=O)O)C=CC=C1 2-[[6-chloro-3-(4-pyridylsulfamoyl)-4-quinolinyl]amino]benzoic acid